trihydroxychalcone C1=CC=C(C=C1)C(=O)C=CC2=C(C(=C(C=C2)O)O)O